2,3,4,6-tetra-O-acetyl-β-D-galactopyranosyl carbamate (2,3,4,6-tetra-O-acetyl-β-D-galactopyranosyl carbamate) C(C)(=O)O[C@H]1[C@@H](O[C@@H]([C@@H]([C@@H]1OC(C)=O)OC(C)=O)COC(C)=O)NC(O)=O.C(N)(O[C@H]1[C@H](OC(C)=O)[C@@H](OC(C)=O)[C@@H](OC(C)=O)[C@H](O1)COC(C)=O)=O